6-(4-(2,4-dimethyl-2H-indazol-5-yl)-2-fluorobenzyl)-6,7-dihydro-5H-pyrrolo[3,4-b]pyridin-5-one-7,7-d2 CN1N=C2C=CC(=C(C2=C1)C)C1=CC(=C(CN2C(C3=NC=CC=C3C2=O)([2H])[2H])C=C1)F